Nα-thio sulfate S1(=O)(=O)OSO1